5-methoxy-1-[4-(trifluoromethyl)phenyl]pentan-1-one racemic-S-(1-((4-acetylphenyl)amino)-1-oxobutan-2-yl)carbamothioate C(C)(=O)C1=CC=C(C=C1)NC([C@@H](CC)S=C(N)O)=O.COCCCCC(=O)C1=CC=C(C=C1)C(F)(F)F |r|